6-chloro-1-methyl-2-oxo-4-((3aR,7aS)-1-(5-(trifluoromethoxy)pyridin-2-yl)octahydro-5H-pyrrolo[3,2-c]pyridin-5-yl)-1,2-dihydro-1,5-naphthyridine-3-carbonitrile ClC=1N=C2C(=C(C(N(C2=CC1)C)=O)C#N)N1C[C@@H]2[C@H](CC1)N(CC2)C2=NC=C(C=C2)OC(F)(F)F